L-Arginine MonoHCL Cl.N[C@@H](CCCNC(N)=N)C(=O)O